FC(C(C)=NC1=CC=CC=C1)(F)F 1,1,1-trifluoro-N-phenyl-propane-2-imine